N(=[N+]=[N-])C1=C(C=C(C=C1)C1=CC(=C(C=C1)C)OC)OC 1-Azido-2-methoxy-4-(3-methoxy-4-methylphenyl)benzene